C(C)(C)(C)OC(=O)NC12CCC(CC1)(CC2)C(=O)O 4-((tert-butoxycarbonyl)amino)bicyclo[2.2.2]octanoic acid